N-((3R,4R)-3-fluoro-1-(4-((2-fluoro-3-methyl-4-((1-methyl-1H-benzo[d][1,2,3]triazol-5-yl)oxy)phenyl)amino)pyrido[3,2-d]pyrimidin-6-yl)piperidin-4-yl)acrylamide F[C@@H]1CN(CC[C@H]1NC(C=C)=O)C=1C=CC=2N=CN=C(C2N1)NC1=C(C(=C(C=C1)OC1=CC2=C(N(N=N2)C)C=C1)C)F